di-neopentyl 2-isopropyl-3-isobutylsuccinate C(C)(C)C(C(=O)OCC(C)(C)C)C(C(=O)OCC(C)(C)C)CC(C)C